FC(C1=CC=C(C=C1)C=CC(C)N1CCOCC1)(F)F 4-(4-(4-(trifluoromethyl)phenyl)but-3-en-2-yl)morpholine